N-(2,2-difluoroethyl)-3-(pyridin-2-yl)azetidin-3-amine FC(CNC1(CNC1)C1=NC=CC=C1)F